4-[[2-(2-Chloro-5-fluorophenyl)acetyl]amino]-N-(1-cyanocyclopropyl)pyridin ClC1=C(C=C(C=C1)F)CC(=O)NC1=CCN(C=C1)C1(CC1)C#N